1-(4-(trifluoromethyl)pyridin-2-yl)-1H-pyrazole-4-sulfonyl chloride FC(C1=CC(=NC=C1)N1N=CC(=C1)S(=O)(=O)Cl)(F)F